5-(3-methoxy-4-nitrophenyl)oxazole COC=1C=C(C=CC1[N+](=O)[O-])C1=CN=CO1